[Si](C)(C)(C(C)(C)C)OC1=C(OC2=CC(=C(C=C2)NC2=CC=NC(=C2C#N)Cl)C)C=CC=C1 4-((4-(2-((tert-butyldimethylsilyl)oxy)phenoxy)-2-methylphenyl)amino)-2-chloronicotinonitrile